CC1(OC2=C(O1)C=CC(=C2)[N+](=O)[O-])C2=CC(=CC=C2)C(F)(F)F 2-methyl-5-nitro-2-(3-(trifluoromethyl)phenyl)benzo[d][1,3]dioxole